behenyl-propyl-propylamine C(CCCCCCCCCCCCCCCCCCCCC)N(CCC)CCC